tert-butyl (R)-5-allyl-3-benzoyl-5-((benzyloxy)methyl)-4-oxotetrahydropyrimidine-1(2H)-carboxylate C(C=C)[C@]1(C(N(CN(C1)C(=O)OC(C)(C)C)C(C1=CC=CC=C1)=O)=O)COCC1=CC=CC=C1